bis-aminophenoxyphenylsulfone NC1=C(C(=C(C=C1)S(=O)(=O)C1=C(C(=C(C=C1)N)N)OC1=CC=CC=C1)OC1=CC=CC=C1)N